N,N,6-Trimethyl-5-(4,4,5,5-tetramethyl-1,3,2-dioxaborolan-2-yl)pyridin-2-amine CN(C1=NC(=C(C=C1)B1OC(C(O1)(C)C)(C)C)C)C